tert-butyl (4-(3-(2,4-dioxotetrahydropyrimidin-1(2H)-yl)-2-methylphenyl)but-3-yn-1-yl)carbamate O=C1N(CCC(N1)=O)C=1C(=C(C=CC1)C#CCCNC(OC(C)(C)C)=O)C